NC1=C2C(=NC=N1)N(N=C2C2=CC=C(C=1N2C=CN1)NC(=O)NC1=NOC(=C1)C1(CC1)C(F)(F)F)C1CCOCC1 1-(5-(4-amino-1-(tetrahydro-2H-pyran-4-yl)-1H-pyrazolo-[3,4-d]pyrimidin-3-yl)imidazo-[1,2-a]pyridin-8-yl)-3-(5-(1-(trifluoromethyl)cyclopropyl)-isoxazol-3-yl)urea